3-(5-(aminomethyl-d2)-1-oxoisoindolin-2-yl)piperidine-2,6-dione acetate C(C)(=O)O.NC(C=1C=C2CN(C(C2=CC1)=O)C1C(NC(CC1)=O)=O)([2H])[2H]